O1C2=C(NCC1)C=NC=C2 3,4-dihydro-2H-pyrido[4,3-b][1,4]oxazine